O[C@H](C(=O)O)[C@H]([C@@H]([C@H](CO)O)O)O (2s,3s,4r,5s)-2,3,4,5,6-pentahydroxycaproic acid